C(C)(C)(C)OC(CN1CCN(CC1)C(CC[C@@H](C(=O)OCC1=CC=CC=C1)NC(=O)OC(C)(C)C)=O)=O benzyl (S)-5-(4-(2-(tert-butoxy)-2-oxoethyl)piperazine-1-yl)-2-((tert-butoxycarbonyl)amino)-5-oxopentanoate